C1(=CC=CC=C1)C1=CC(=CC(=C1)C1=C(C(=NC(=C1N1C2=CC=CC=C2C=2C=CC=CC12)N1C2=CC=CC=C2C=2C=CC=CC12)N1C2=CC=CC=C2C=2C=CC=CC12)N1C2=CC=C(C=C2C=2C=C(C=CC12)C#N)C#N)C1=CC=CC=C1 9-(4-([1,1':3',1''-terphenyl]-5'-yl)-2,5,6-tri(9H-carbazol-9-yl)pyridin-3-yl)-9H-carbazole-3,6-dicarbonitrile